C(C1=CC=CC=C1)N1C2(CCC2)CCCC1 (8S)-5-benzyl-5-azaspiro[3.5]nonan